N1=C(N=CC2=C3C(=C4C(=C12)C=CC=C4)C=CC=C3)C3=CC=C(C=C3)B(O)O (4-(dibenzo[f,h]quinazolin-2-yl)phenyl)boronic acid